1-(4-(5-(chlorodifluoromethyl)-1,2,4-oxadiazol-3-yl)phenyl)-2-(pyrimidin-5-ylamino)ethan-1-one ClC(C1=NC(=NO1)C1=CC=C(C=C1)C(CNC=1C=NC=NC1)=O)(F)F